methyl (R)-4-nitro-3-(((tetrahydrofuran-3-yl)methyl)amino)benzoate [N+](=O)([O-])C1=C(C=C(C(=O)OC)C=C1)NC[C@@H]1COCC1